C(C)(C)(C)[Si](O[C@@H]1[C@@H](CCCC1)N)(C)C (1R,2S)-2-{[tert-butyldi(methyl)silyl]oxy}cyclohexane-1-amine